1-methoxycarbonylethyl 1,3-butanedisulfonate C(CC(C)S(=O)(=O)[O-])S(=O)(=O)OC(C)C(=O)OC